5-(3-hydroxy-2,2-dimethylpropyl)-1,3-thiazole-4-carboxylic acid OCC(CC1=C(N=CS1)C(=O)O)(C)C